3-(4-(oxetan-3-yloxy)phenyl)prop-2-yn-1-ol O1CC(C1)OC1=CC=C(C=C1)C#CCO